C1(CCCCC1)C1(CCCCCC1)C1CCCCC1 dicyclohexylcycloheptane